(S)-N-(2-methyl-5-(2-(1-methylpyrrolidin-2-yl)acetamido)pyridin-3-yl)-7-(thiophen-3-yl)-[1,2,4]triazolo[4,3-a]pyridine-3-carboxamide CC1=NC=C(C=C1NC(=O)C1=NN=C2N1C=CC(=C2)C2=CSC=C2)NC(C[C@H]2N(CCC2)C)=O